methoxycarbonylphenyl-1-iodoferrocene COC(=O)C1=C([C-](C=C1)I)C1=CC=CC=C1.[CH-]1C=CC=C1.[Fe+2]